C(C)(C)(C)OC(C1=C(C(=CC=C1)C)OC(=O)OC(C)(C)C)=O ((tert-butoxycarbonyl)oxy)-3-methylbenzoic acid tert-butyl ester